tert-butyl 2-(4-(2-amino-2-ketoethyl) phenoxy)-2-methylpropionate NC(CC1=CC=C(OC(C(=O)OC(C)(C)C)(C)C)C=C1)=O